2-hydrazineyl-4,6-diphenylpyrimidine N(N)C1=NC(=CC(=N1)C1=CC=CC=C1)C1=CC=CC=C1